ClCCC(C#CCOC1=C2C(N(C(C2=CC=C1)=O)C1C(N(C(C2(CC2)C1)=O)C(=O)OC(C)(C)C)=O)=O)(C)O tert-Butyl 7-(4-((6-chloro-4-hydroxy-4-methylhex-2-yn-1-yl)oxy)-1,3-dioxoisoindolin-2-yl)-4,6-dioxo-5-azaspiro[2.5]octane-5-carboxylate